6-(2-hydroxyethoxy)-3-(5-methylthiazol-4-yl)-2-(4-(trifluoromethyl)phenyl)-1H-inden-1-one OCCOC1=CC=C2C(=C(C(C2=C1)=O)C1=CC=C(C=C1)C(F)(F)F)C=1N=CSC1C